CC(C(O)=O)CC 3-Methyloxapentan-2-one